FC(C(=O)O)(F)F.FC(C)(F)C1=NC=CC(=N1)NC1=CC(=NC=C1C=1N=NC(=CC1)OC)NC(C)=O N-(4-((2-(1,1-difluoroethyl)pyrimidin-4-yl)amino)-5-(6-methoxypyridazin-3-yl)pyridin-2-yl)acetamide trifluoroacetate